ethyl 2-((1,2,3,5,6,7-hexahydro-s-indacen-4-yl) amino)-5-(6-methoxypyridin-3-yl)-4,5-dihydrooxazole-5-carboxylate C1CCC2=C(C=3CCCC3C=C12)NC=1OC(CN1)(C(=O)OCC)C=1C=NC(=CC1)OC